COC1=C2C=CC(OC2=CC=2OCC3C=4C=CC(=C(C4OC3C12)CC=C(C)C)O)(C)C 21-methoxy-17,17-dimethyl-5-(3-methylbut-2-enyl)-3,12,16-trioxapentacyclo[11.8.0.02,10.04,9.015,20]henicosa-1(13),4(9),5,7,14,18,20-heptaen-6-ol